CC1=C(C(=O)OC)C=CC(=C1)[C@@H]1CNCCO1 |o1:11| Methyl (R*)-2-methyl-4-(morpholin-2-yl)benzoate